2-(2-(1-(cyclopropylsulfonyl)-1H-pyrazol-4-yl)pyrimidin-4-yl)-4-isopropoxypyridine-2,5-diamine C1(CC1)S(=O)(=O)N1N=CC(=C1)C1=NC=CC(=N1)C1(NC=C(C(=C1)OC(C)C)N)N